CS(=O)(=O)N1C=C(C2=CC=CC=C12)CCN(C)C 2-(1-(methylsulfonyl)-1H-indol-3-yl)-N,N-dimethylethan-1-amine